14-iodo-3-tetradecenyl decoxymethyl ether C(CCCCCCCCC)OCOCCC=CCCCCCCCCCCI